[Cl-].C(=O)(O)C1=C(C=CC=C1)C1C2=CC=C(C=C2OC=2C=C(C=CC12)N(CC)CC)N(CC)CC 9-(2-carboxyphenyl)-3,6-bis(diethylamino)xanthene chloride